N-(4-Fluorophenyl)-N-[1-(2-phenylethyl)-4-piperidinyl]-isobutanamide FC1=CC=C(C=C1)N(C(C(C)C)=O)C1CCN(CC1)CCC1=CC=CC=C1